trimethyl-[2-(2-methylprop-2-enamido)ethyl]ammonium chloride [Cl-].C[N+](CCNC(C(=C)C)=O)(C)C